ClC=1C=C2CCCN(C2=C(C1)C1=C2C(=NC=C1)C=C(S2)CO)[C@H]2CCN(CCC2)C(=O)OC(C)(C)C |r| (±)-tert-butyl 4-[6-chloro-8-[2-(hydroxymethyl)thieno[3,2-b]pyridin-7-yl]-3,4-dihydro-2H-quinolin-1-yl]azepane-1-carboxylate